2-methylimidazo[2,1-f][1,2,4]triazin-4-ol CC1=NN2C(C(=N1)O)=NC=C2